(1S,5S)-N-{4-[3-(4-fluorophenyl)-1H-pyrazol-4-yl]-7-methoxypyrido[3,2-d]pyrimidin-6-yl}-3-oxabicyclo[3.1.0]hexane-1-carboxamide FC1=CC=C(C=C1)C1=NNC=C1C=1C2=C(N=CN1)C=C(C(=N2)NC(=O)[C@@]21COC[C@H]1C2)OC